1-(bromomethyl)-2-cyclopropyl-4-fluorobenzene BrCC1=C(C=C(C=C1)F)C1CC1